bis(2-di-i-propylphosphinoethyl)amine C(C)(C)P(CCNCCP(C(C)C)C(C)C)C(C)C